tert-butyl(2-hydroxy-1-phenylethyl)carbamate C(C)(C)(C)OC(NC(CO)C1=CC=CC=C1)=O